FC=1C(=CC(=NC1)OC)S(=O)(=O)N1CCC2(CCC(C2)N2CC3(COC3)C2)CC1 6-(8-((5-fluoro-2-methoxypyridin-4-yl)sulfonyl)-8-azaspiro[4.5]dec-2-yl)-2-oxa-6-azaspiro[3.3]heptane